O=C1NC(CCC1C1=CC=C(C=C1)CCC1(CN(C1)C(=O)OC(C)(C)C)F)=O tert-butyl 3-[2-[4-(2,6-dioxo-3-piperidyl) phenyl] ethyl]-3-fluoro-azetidine-1-carboxylate